4-t-butyldimethylsilyloxybenzoyl chloride [Si](C)(C)(C(C)(C)C)OC1=CC=C(C(=O)Cl)C=C1